1-(3,4-Dichlorophenyl)-2-(2-imino-4,5,6,7-tetrahydrobenzo[d]thiazol-3(2H)-yl)ethan-1-one hydrogen bromide Br.ClC=1C=C(C=CC1Cl)C(CN1C(SC2=C1CCCC2)=N)=O